BrC1=CC=C(C=C1)N1N=C(C(=C1)[C@@H]1O[C@@H](C(N1CC1=CC=C(C=C1)OC)=O)C)C1=CC=C(C=C1)F (2S,5R)-2-(1-(4-bromophenyl)-3-(4-fluorophenyl)-1H-pyrazol-4-yl)-3-(4-methoxybenzyl)-5-methyloxazolidin-4-one